2-hydroxyethylene OC=C